ClC1=C(C=CC=C1)[C@H]1N(CCC1)C=1N=CC(=NC1)C(=O)O (S)-5-(2-(2-Chlorophenyl)pyrrolidin-1-yl)pyrazine-2-carboxylic acid